NC1(CC1)CN[C@@H](C1=CC=2N(N=C1)C=C(N2)[C@H](C2CCC(CC2)(F)F)NC(OC(C)(C)C)=O)C2CC2 tert-Butyl ((S)-(7-((R)-(((1-aminocyclopropyl)methyl)amino)(cyclopropyl)methyl)imidazo[1,2-b]pyridazin-2-yl)(4,4-difluorocyclohexyl)methyl)carbamate